C(CCC)NC(C)C butyl-(prop-2-yl)amine